(R)-1-(isopropylamino)-3-(1-naphthyloxy)-2-propanol hydrochloride Cl.C(C)(C)NC[C@H](COC1=CC=CC2=CC=CC=C12)O